methyl-(ethyl) isopropyl ketone C(C)(C)C(=O)CCC